C=C1COCC2=C1C=CC(=C2)C(F)(F)F 4-methylene-7-(trifluoromethyl)-3,4-dihydro-1H-2-benzopyran